3-(6-amino-5-(((2S,4R)-1-(but-2-ynoyl-4-methoxypyrrolidin-2-yl)methoxy)pyrimidin-4-yl)-5-fluoro-2-methylphenyl)-4-cyclopropyl-2-fluorobenzamide NC=1C(CC=C(C1C=1C(=C(C(=O)N)C=CC1C1CC1)F)C)(F)C1=NC(=NC=C1)OC[C@H]1N(C[C@@H](C1)OC)C(C#CC)=O